4-bromo-1-cyclopropylsulfonyl-7-fluoro-indazole BrC1=C2C=NN(C2=C(C=C1)F)S(=O)(=O)C1CC1